3-(5-Hydroxypent-2-ynyl)-6,6,9-trimethyl-6a,7,10,10a-tetrahydrobenzo[c]chromen-1-ol OCCC#CCC=1C=C(C=2C3C(C(OC2C1)(C)C)CC=C(C3)C)O